N[C@H]1CS(C2=C(N(C1=O)CC1=CC=C(C=C1)Cl)C=C(C(=C2)F)N2C=NC(=C2)C(C)(C)C)(=O)=O (3R)-3-amino-7-(4-tert-butylimidazol-1-yl)-5-[(4-chlorophenyl)methyl]-8-fluoro-1,1-dioxo-2,3-dihydro-1λ6,5-benzothiazepin-4-one